FC1=C(C(=C(C(=C1F)F)F)F)SP1(OCCS1)=S 2-((perfluorophenyl)thio)-1,3,2-oxathiaphospholane 2-sulfide